2,4-dichloro-8-methyl-6-(trifluoromethyl)quinazoline ClC1=NC2=C(C=C(C=C2C(=N1)Cl)C(F)(F)F)C